NC=1C2=C(N=CN1)N(C(=C2C2=C(C=C(C=C2)OC2=NC=CC(=N2)C)F)C2=CC=C(C=C2)NC(C(=C)C)=O)C N-(4-(4-amino-5-(2-fluoro-4-((4-methylpyrimidin-2-yl)oxy)phenyl)-7-methyl-7H-pyrrolo[2,3-d]pyrimidin-6-yl)phenyl)methacrylamide